FC=1C=CC(=NC1C)N(C(=O)[C@H]1N(C(CC1)=O)C(=O)OCC1=CC=CC=C1)C benzyl (S)-2-((5-fluoro-6-methylpyridin-2-yl) (methyl) carbamoyl)-5-oxopyrrolidine-1-carboxylate